ClC1=CC2=C(N(C(N=C2N2[C@H](CN(CC2)C(C=C)=O)C)=O)C2=C(C=NC=C2)C2CC2)N=C1C1=C(C=CC=C1O)F 6-chloro-1-(3-cyclopropyl-4-pyridinyl)-7-(2-fluoro-6-hydroxyphenyl)-4-((2S)-2-methyl-4-(2-propenoyl)-1-piperazinyl)pyrido[2,3-d]pyrimidin-2(1H)-one